2-[(5',8'-dibromospiro[1,3-dioxolane-2,3'-2,4-dihydro-1H-carbazole]-9'-yl)methoxy]Ethyl-trimethyl-silane BrC1=C2C=3CC4(CCC3N(C2=C(C=C1)Br)COCC[Si](C)(C)C)OCCO4